CN(C(C)=O)C1=CC=C(C=C1)[C@@H]1CCN(CC[C@H]1COC=1C=C2C(NCC2=CC1)=O)CCC N-methyl-N-{4-((trans)-5-{((3-oxo-2,3-dihydro-1H-isoindol-5-yl)oxy)methyl}-1-propylazepan-4-yl)phenyl}acetamide